2'-((4-chloro-2-fluorobenzofuran-7-yl)methoxy)-3-fluoro-[1,1'-biphenyl] ClC1=CC=C(C2=C1C=C(O2)F)COC2=C(C=CC=C2)C2=CC(=CC=C2)F